3-(6-chloro-7-methoxy-[1,2,4]Triazolo[4,3-b]Pyridazin-3-yl)-5-methylisoxazole ClC=1C(=CC=2N(N1)C(=NN2)C2=NOC(=C2)C)OC